Cl.C1=CC=CC=2C3=CC=CC=C3C(C12)CN(C(O)=O)CCN 9H-fluoren-9-ylmethyl-(2-aminoethyl)carbamate hydrochloride